BrC=1C=C(C(=O)O)C=C(C1)OCC1C(C1)(Cl)Cl 3-bromo-5-[(2,2-dichlorocyclopropyl)methoxy]Benzoic acid